3-chloro-N-(2-(2,6-dioxopiperidin-3-yl)-1,3-dioxoisoindolin-5-yl)benzenesulfonamide ClC=1C=C(C=CC1)S(=O)(=O)NC=1C=C2C(N(C(C2=CC1)=O)C1C(NC(CC1)=O)=O)=O